1-[6-(6-Methoxypyridin-2-yl)-1H,2H,3H-imidazo[1,2-a][1,3]diazol-1-yl]ethan-1-one COC1=CC=CC(=N1)C=1N=C2N(CCN2C(C)=O)C1